C1(=CC=CC=C1)[C@@H]1CC[C@H]2OC3(C(N21)=O)CCN(CC3)C=3SC(=NN3)C(F)(F)F (5'S,7a'R)-5'-phenyl-1-[5-(trifluoromethyl)-1,3,4-thiadiazol-2-yl]tetrahydro-3'H-spiro[piperidine-4,2'-pyrrolo[2,1-b][1,3]oxazol]-3'-one